C[C@@H]1[C@@H](CCCC1)NC1=C(C(=O)O)C=CC(=C1)C(F)(F)F 2-(((1R,2S)-2-methylcyclohexyl)amino)-4-(trifluoromethyl)benzoic acid